FC=1C=C(C=C(C1)O)C=1C=C2CCC(C2=CC1)=O (2E)-5-(3-fluoro-5-hydroxyphenyl)-2,3-dihydro-1H-inden-1-one